4'-(benzo[d]oxazol-2-yl)-4,4''-bis(3,6-dimethyl-9H-carbazol-9-yl)-5',6'-bis(4-(3,6-dimethyl-9H-carbazol-9-yl)phenyl)-[1,1':2',1''-terphenyl]-3'-carbonitrile O1C(=NC2=C1C=CC=C2)C2=C(C(=C(C(=C2C2=CC=C(C=C2)N2C1=CC=C(C=C1C=1C=C(C=CC21)C)C)C2=CC=C(C=C2)N2C1=CC=C(C=C1C=1C=C(C=CC21)C)C)C2=CC=C(C=C2)N2C1=CC=C(C=C1C=1C=C(C=CC21)C)C)C2=CC=C(C=C2)N2C1=CC=C(C=C1C=1C=C(C=CC21)C)C)C#N